3,6-dibenzylcarbazole C(C1=CC=CC=C1)C=1C=CC=2NC3=CC=C(C=C3C2C1)CC1=CC=CC=C1